C(C)(C)OOCCCC isopropyl-n-butyl peroxide